C(C)C(C1(COC1)CC)OOCCCC butoxy ethyl-(3-ethyl-3-oxetanylmethyl) ether